CC1(OB(OC1(C)C)C1CC=NO1)C 5-(4,4,5,5-tetramethyl-1,3,2-dioxaborolan-2-yl)oxazoleN